CN1C(=NN=C1)CC1(COC1)C1=NC=CC=C1 3-[(4-methyl-1,2,4-triazol-3-yl)methyl]oxetan-3-ylpyridine